3-[(CYANOMETHYL)SULFANYL]PROPANOIC ACID C(#N)CSCCC(=O)O